BrC(C)C1=NC=NN1C1=NC=CC=N1 2-[5-(1-bromoethyl)-1H-1,2,4-triazol-1-yl]pyrimidine